(3S,4S,5R)-2-methoxy-3,4-bis(phenylmethoxy)-5-(phenylmethoxymethyl)oxolane COC1O[C@@H]([C@@H]([C@@H]1OCC1=CC=CC=C1)OCC1=CC=CC=C1)COCC1=CC=CC=C1